CN[C@@H](C1=CC=CC=C1)C=1C=C(C=C2CCOCC12)C=1C=C2C(=NC1)NC=C2C (S)-N-methyl-1-(6-(3-methyl-1H-pyrrolo[2,3-b]pyridin-5-yl)isochroman-8-yl)-1-phenylmethanamine